1-(3-aminophenyl)-N-methyl-methanesulfonamide NC=1C=C(C=CC1)CS(=O)(=O)NC